C(#C)C=1CCN(CC1)C(=O)C1OCCCC1 (4-Ethynyl-3,6-dihydropyridin-1(2H)-yl)(tetrahydro-2H-pyran-2-yl)methanone